5-(benzyloxy)-3-methoxy-2-styrenecarboxylic acid C(C1=CC=CC=C1)OC1=CC(=C(C(C=C)=C1)C(=O)O)OC